COC(C(CC1=CC(=CC=C1)C(F)(F)F)Cl)=O 2-chloro-3-(3-trifluoromethyl-phenyl)propionic acid methyl ester